N1(CCOCC1)C1=CC=C(C=C1)NC1=NC2=C(C=CC=C2C=N1)C=1C=C(C=CC1)NC(C(=C)C)=O N-(3-(2-((4-morpholinylphenyl)amino)quinazolin-8-yl)phenyl)methacrylamide